FC1=C(C=C(C=C1)NC(=O)C1=C(N(C(=C1C)C(C(=O)NC1=CC(=C(C=C1)F)C)=O)C)C)C N-(4-fluoro-3-methylphenyl)-5-(2-((4-fluoro-3-methylphenyl)amino)-2-oxoacetyl)-1,2,4-trimethyl-1H-pyrrole-3-carboxamide